C(C)(C)(C)OC(=O)N1C[C@@H]2COC3=C(CN2CC1)N=C(C(=C3Cl)C3=C(C=CC=C3O)Cl)C#C[Si](C)(C)C (6aR)-4-chloro-3-(2-chloro-6-hydroxyphenyl)-2-[(trimethylsilyl)ethynyl]-6a,7,9,10-tetrahydro-12H-pyrazino[2,1-c]pyrido[2,3-f][1,4]oxazepine-8(6H)-carboxylic acid tert-butyl ester